C[Si](N([Si](C)(C)C)CCC[Si](OCC)(OCC)C)(C)C 3-(N,N-bis(trimethylsilyl)amino)propylmethyldiethoxysilane